NC=1C(=NC(=C(N1)F)C1=CC=C(C=C1)N1[C@@H](CN(CC1)C)C)C=1C=C2CCNC(C2=CC1F)=O (R)-6-(3-amino-6-(4-(2,4-dimethylpiperazin-1-yl)phenyl)-5-fluoropyrazin-2-yl)-7-fluoro-3,4-dihydroisoquinolin-1(2H)-one